4-(8-((1r,3R)-3-methoxycyclobutyl)-3,8-diazabicyclo[3.2.1]octan-3-yl)-6-(1-methyl-1H-pyrazol-4-yl)pyrrolo[1,2-b]pyridazine COC1CC(C1)N1C2CN(CC1CC2)C=2C=1N(N=CC2)C=C(C1)C=1C=NN(C1)C